7-(2-(2-methylpyridin-4-yl)imidazo[1,2-a]pyrimidin-3-yl)-2,3,4,5-tetrahydrobenzo[b][1,4]oxazepine CC1=NC=CC(=C1)C=1N=C2N(C=CC=N2)C1C1=CC2=C(OCCCN2)C=C1